ethyl 2,4,6-trifluoro-benzoate FC1=C(C(=O)OCC)C(=CC(=C1)F)F